3-(((6-trifluoromethylpyridine-3-carbonyl)oxy)(4-fluorobenzoyl)amino)benzamide FC(C1=CC=C(C=N1)C(=O)ON(C=1C=C(C(=O)N)C=CC1)C(C1=CC=C(C=C1)F)=O)(F)F